6-Amino-3-((1S,3R)-4'-chloro-3-(4-methyl-2H-1,2,3-triazol-2-yl)-1',2'-dihydrospiro[cyclopentane-1,3'-pyrrolo[2,3-b]pyridin]-5'-yl)-2-fluoro-N,N-dimethylbenzamide NC1=CC=C(C(=C1C(=O)N(C)C)F)C=1C(=C2C(=NC1)NC[C@@]21C[C@@H](CC1)N1N=CC(=N1)C)Cl